Cl.N[C@@H](C(=O)N[C@H]1C[C@H](NC1)CNC(=O)C=1NC2=CC(=CC=C2C1)C1=CC=C(C=C1)F)C(C)C N-(((2S,4S)-4-((R)-2-amino-3-methylbutanamido)pyrrolidin-2-yl)methyl)-6-(4-fluorophenyl)-1H-indole-2-carboxamide hydrochloride